BrC=1C=NN(C1)C1CCOCC1 4-bromo-1-(tetrahydro-2H-pyran-4-yl)-1H-pyrazole